2-methoxy-4-(5-hydroxy-3-oxopentyl)phenolate COC1=C(C=CC(=C1)CCC(CCO)=O)[O-]